OC=1C(=CC2=CC=CC=C2C1)\C=N\NC(=O)C=1NC2=CC=CC=C2C1 (E)-N'-((3-hydroxynaphthalen-2-yl)methylene)-1H-indole-2-carbohydrazide